4-(2-fluoro-5-(methoxycarbonyl)-4-nitrophenyl)-3-(2-hydroxyethyl)piperazine-1-carboxylic acid tert-butyl ester C(C)(C)(C)OC(=O)N1CC(N(CC1)C1=C(C=C(C(=C1)C(=O)OC)[N+](=O)[O-])F)CCO